rel-tert-Butyl (3R,4R)-4-(aminomethyl)-3-hydroxypiperidine-1-carboxylate NC[C@@H]1[C@H](CN(CC1)C(=O)OC(C)(C)C)O |o1:2,3|